2-{3-[(7S)-7-amino-5-azaspiro[2.4]hept-5-yl]-1,2,4-triazin-6-yl}-5-(1H-pyrazol-4-yl)phenol N[C@@H]1CN(CC12CC2)C=2N=NC(=CN2)C2=C(C=C(C=C2)C=2C=NNC2)O